C(C)(C)N(P(OCCC)OCCC#N)C(C)C propyl (2-cyanoethyl) diisopropylphosphoramidite